tert-butyl (S)-7-(4-(5-fluoro-2-hydroxyphenyl)piperidin-1-yl)-5-oxa-2-azaspiro[3.4]octane-2-carboxylate FC=1C=CC(=C(C1)C1CCN(CC1)[C@@H]1COC2(CN(C2)C(=O)OC(C)(C)C)C1)O